(1R,3S)-3-methyl-3-(3-(2-(3-methylisoxazol-5-yl)acetamido)-1H-pyrazol-5-yl)cyclopentyl (1-methylcyclopropyl)carbamate methyl-3-((tert-butyldiphenylsilyl)oxy)cyclopentane-1-carboxylate COC(=O)C1CC(CC1)O[Si](C1=CC=CC=C1)(C1=CC=CC=C1)C(C)(C)C.CC1(CC1)NC(O[C@H]1C[C@](CC1)(C1=CC(=NN1)NC(CC1=CC(=NO1)C)=O)C)=O